ClC=1C=C(C=CC1)NC(NC(CC1=CC=CC=C1)C=1OC(=C(N1)C(=O)O)C1=CNC2=CC=CC=C12)=S 2-(1-(3-(3-chlorophenyl)thioureido)-2-phenylethyl)-5-(1H-indol-3-yl)-oxazole-4-carboxylic acid